CC(CCOC1=CC=2C(C3=CC=CC=C3C2C=C1)(O)C1=CC=CC=C1)CCCC(CCCC(C)C)C 2-(3,7,11-Trimethyldodecyloxy)-9-phenylfluoren-9-ol